2-{9-[(2-butyloctyl)oxy]-9-oxononyl}dodecanoic acid C(CCC)C(COC(CCCCCCCCC(C(=O)O)CCCCCCCCCC)=O)CCCCCC